C(C)(C)(C)OOC(CCCCC)(C)C t-butylperoxydimethylhexane